1-[5-({4-[(2S)-2-{[8-(6-methylpyridin-3-yl)quinazolin-4-yl]amino}propyl]piperazin-1-yl}sulfonyl)-2,3-dihydro-1H-indol-1-yl]ethan-1-one CC1=CC=C(C=N1)C=1C=CC=C2C(=NC=NC12)N[C@H](CN1CCN(CC1)S(=O)(=O)C=1C=C2CCN(C2=CC1)C(C)=O)C